CC1=CC=C(C=C1)N1NC(=CC1C1=CC=C(C=C1)CBr)C1=CC=C(C=C1)C(F)(F)F 1-(4-methylphenyl)-3-(4-trifluoromethylphenyl)-5-(4-bromomethylphenyl)-pyrazoline